NC=1C2=C(N=CN1)N(C(=C2C2=CC=C(C=C2)OC2=NC(=CC=C2)C)C2=CC(=C(C=C2)NC(C(=C)C)=O)F)C N-(4-(4-amino-7-methyl-5-(4-((6-methylpyridin-2-yl)oxy)phenyl)-7H-pyrrolo[2,3-d]pyrimidin-6-yl)-2-fluorophenyl)methacrylamide